B(OC(C)(C)C)(OC(C)(C)C)[O-] di-(tert-butyl) borate